FC(CN1N=C(C=C1)NC(C1=C(C=C(C=C1)NS(=O)(=O)CCO)N1CCC2(CC2)CC1)=O)F N-(1-(2,2-difluoroethyl)-1H-pyrazol-3-yl)-4-((2-hydroxyethyl)sulphonamido)-2-(6-azaspiro[2.5]oct-6-yl)benzamide